14-chloro-5-fluoro-15,20-dimethoxy-17,17-dioxo-10-oxa-17λ6-thia-4,18-diazatetracyclo[17.3.1.112,16.02,7]tetracosa-1(23),2(7),3,5,12(24),13,15,19,21-nonaen-11-one ClC1=CC=2C(OCCC=3C=C(N=CC3C=3C=CC(=C(NS(C(=C1OC)C2)(=O)=O)C3)OC)F)=O